4-((2,2-difluorocyclopropyl)methyl)-2-fluoro-6-((S)-3-methyl-4-((5-methyl-1,3,4-thiadiazol-2-yl)methyl)piperazine-1-yl)benzonitrile FC1(C(C1)CC1=CC(=C(C#N)C(=C1)N1C[C@@H](N(CC1)CC=1SC(=NN1)C)C)F)F